(S)-cyclopropyl-(4-methoxypyridin-2-yl)methanamine C1(CC1)[C@H](N)C1=NC=CC(=C1)OC